CS(=O)(=O)OCCN1CC(NCC1)=O 2-(3-oxopiperazin-1-yl)ethyl methanesulfonate